(S)-3-(3,4-dihydro-2H-pyrrol-2-yl)pyridine N=1[C@@H](CCC1)C=1C=NC=CC1